[N+](=O)([O-])C1=CC=C2NC=C(C[C@H](N)C(=O)O)C2=C1 5-nitro-tryptophan